ClC=1C=C(C=CC1)C1CNCC1 3-(3-Chlorophenyl)pyrrolidine